(R)-3-(4-(7H-pyrrolo[2,3-d]pyrimidin-4-yl)-1H-pyrazol-1-yl)-3-cyclopentyl-propionitrile (2S,3S)-di-p-toluoyl-tartrate C1(=CC=C(C=C1)C(=O)C(C(C(=O)O)(O)C(=O)C1=CC=C(C=C1)C)(O)C(=O)O)C.N1=CN=C(C2=C1NC=C2)C=2C=NN(C2)[C@H](CC#N)C2CCCC2